FC=1C(=NC=CC1)C1=NC=CC=C1 fluoro-[2,2'-bipyridin]